NC=1N=CC(=C2C1N(N=C2)COCC[Si](C)(C)C)NC(C(=O)N2[C@H](CC[C@@H](C2)C)C=2C=CC1=C(N=CS1)C2)=O N-(7-amino-1-((2-(trimethylsilyl)ethoxy)methyl)-1H-pyrazolo[3,4-c]pyridin-4-yl)-2-((2R,5S)-2-(benzo[d]thiazol-5-yl)-5-methylpiperidin-1-yl)-2-oxoacetamide